C[Si]1(O[Si](O[Si](O[Si](O1)(C)C)(C)C)(C)C)C Octamethylcyclotetra-Siloxane